(1s,4s)-4-((6-fluoro-4-methoxy-5-(quinoxalin-6-yl)pyrrolo[2,1-f][1,2,4]triazin-2-yl)amino)-1-methylcyclohexan-1-ol FC=1C(=C2C(=NC(=NN2C1)NC1CCC(CC1)(O)C)OC)C=1C=C2N=CC=NC2=CC1